1-((6'-((2-(1-(Cyclopropylsulfonyl)-1H-pyrazol-4-yl)pyrimidin-4-yl)amino)-4'-(((1s,4s)-4-(2-hydroxypropan-2-yl)cyclohexyl)amino)-[2,3'-bipyridin]-5-yl)methyl)piperidin-4-ol C1(CC1)S(=O)(=O)N1N=CC(=C1)C1=NC=CC(=N1)NC1=CC(=C(C=N1)C1=NC=C(C=C1)CN1CCC(CC1)O)NC1CCC(CC1)C(C)(C)O